(R)-2-amino-3,3-dimethylbutyric acid N[C@@H](C(=O)O)C(C)(C)C